1-(4-bromo-2-methylbenzyl)-2-methyl-1H-Imidazole BrC1=CC(=C(CN2C(=NC=C2)C)C=C1)C